methyl-N-(4-oxo-1-(trifluoromethyl)cyclohexyl)propane-2-sulfinamide CCC(C)S(=O)NC1(CCC(CC1)=O)C(F)(F)F